3-ethynyl-8-methoxy-2-(trifluoromethyl)-4H-pyrido[1,2-a]pyrimidin-4-one C(#C)C1=C(N=C2N(C1=O)C=CC(=C2)OC)C(F)(F)F